N1-(2-(3-(benzyloxy)piperidin-1-yl)phenyl)-N4,N4-dimethylbenzene-1,4-disulfonamid C(C1=CC=CC=C1)OC1CN(CCC1)C1=C(C=CC=C1)NS(=O)(=O)C1=CC=C(C=C1)S(=O)(=O)N(C)C